FC1=CC=C(CN2C3=C(C4=CC=CC=C24)C=CN2C3=CN=N2)C=C1 11-(4-fluorobenzyl)-11H-[1,2,3]Triazolo[1',5':1,2]Pyrido[3,4-b]Indole